O=C1CC2(C1)CCN(CC2)C=2C=CC=NC2 5-(2-oxo-7-azaspiro[3.5]nonan-7-yl)pyridin